4-(4-(2-(Bis(pyridin-2-ylmethyl)amino)ethyl)piperazin-1-yl)benzonitrile N1=C(C=CC=C1)CN(CCN1CCN(CC1)C1=CC=C(C#N)C=C1)CC1=NC=CC=C1